Cl.NCC[C@H](O)C1=CC=C(C=C1)Cl (S)-3-amino-1-(4-chlorophenyl)propan-1-ol hydrochloride